adipic acid bis(epoxycyclohexyl) ester C12(C(CCCC1)O2)OC(CCCCC(=O)OC21C(CCCC2)O1)=O